5-(7-((2-cyclopropylethyl)amino)-1-fluoro-3-hydroxy-5,6,7,8-tetrahydronaphthalen-2-yl)isothiazol-3(2H)-one-1,1-dioxide C1(CC1)CCNC1CCC=2C=C(C(=C(C2C1)F)C1=CC(NS1(=O)=O)=O)O